4-azido-1,2-difluorobenzene N(=[N+]=[N-])C1=CC(=C(C=C1)F)F